FC1=CC=C(C(=O)C2=CNC=3N=C(N=C(C32)N[C@@H]3CN(CC3)C(C(C)(C)C)=O)NC3=CC=C(C=C3)N3CCN(CC3)C)C=C1 (S)-1-(3-((5-(4-fluorobenzoyl)-2-((4-(4-methylpiperazin-1-yl)phenyl)amino)-7H-pyrrolo[2,3-d]pyrimidin-4-yl)amino)pyrrolidin-1-yl)-2,2-dimethylpropan-1-one